(S)-N-(2-methoxy-5-(4-(trifluoromethyl)phenoxy)phenyl)-1,2-dimethyl-5-oxopyrrolidine-2-carboxamide COC1=C(C=C(C=C1)OC1=CC=C(C=C1)C(F)(F)F)NC(=O)[C@]1(N(C(CC1)=O)C)C